C(C1=CC=CC=C1)OC=1C=C(N)C=CC1OC 3-(benzyloxy)-4-methoxyaniline